N[C@@H](CCCCN)C(=O)N1[C@@H](CCC1)C(=O)O Lysyl-Proline